13-ethyl-2,3,9,10-tetramethoxy-5,6,7,8,13,13a-hexahydroisoquinolino[2,1-b]isoquinoline C(C)C1C2N(CC=3C(=C(C=CC13)OC)OC)CCC=1C=C(C(=CC12)OC)OC